N-benzyloxymethyl-2,3-dibromomaleimide C(C1=CC=CC=C1)OCN1C(C(=C(C1=O)Br)Br)=O